CC1=CC[C@@H](CC1)C(=C)C (+)-4-Isopropenyl-1-methylcyclohexene